(3S,7aR,9S,11aR)-9-[bis[[4-(trifluoromethyl)phenyl]methyl]amino]-3-isopropyl-3,6,7,7a,8,9,10,11-octahydro-2H-oxazolo[2,3-j]quinolin-5-one FC(C1=CC=C(C=C1)CN([C@@H]1C[C@H]2CCC(N3[C@]2(CC1)OC[C@@H]3C(C)C)=O)CC3=CC=C(C=C3)C(F)(F)F)(F)F